The molecule is a sulfonium compound that is a tautomer of S-methyl-L-methionine, arising from transfer of a proton from the carboxy to the amino group; major species at pH 7.3. It is a tautomer of a S-methyl-L-methionine. C[S+](C)CC[C@@H](C(=O)[O-])[NH3+]